tert-butyl 3-((1,3-dioxoisoindolin-2-yl)methyl)-2,5-dihydro-1H-pyrrole-1-carboxylate O=C1N(C(C2=CC=CC=C12)=O)CC=1CN(CC1)C(=O)OC(C)(C)C